FC1=CC=C(C=2C=NN(C12)C1OCCCC1)C=O 7-fluoro-1-(tetrahydro-2H-pyran-2-yl)-1H-indazole-4-carbaldehyde